CC(C)([C@H]1CC2=C(O1)C=C3C(=C2)C=CC(=O)O3)O The molecule is a marmesin with R-configuration. It has a role as a plant metabolite, a rat metabolite and a xenobiotic metabolite. It is an enantiomer of a (+)-marmesin.